ClC1=C(C=CC=C1C1=C(C(=NC=C1)Cl)Cl)C1=CC=C(C(=N1)OC)C=O 6-[2-chloro-3-(2,3-dichloro-4-pyridyl)phenyl]-2-methoxy-pyridine-3-carbaldehyde